2-(3,5-dichloro-4-((2-(3-(trifluoromethyl)benzyl)-1-oxo-1,2,3,4-tetrahydroisoquinolin-6-yl)oxy)phenyl)-1,2,4-triazine-3,5(2H,4H)-dione ClC=1C=C(C=C(C1OC=1C=C2CCN(C(C2=CC1)=O)CC1=CC(=CC=C1)C(F)(F)F)Cl)N1N=CC(NC1=O)=O